ClC1=C(N(N=C1C)C1=CC(=CC=C1)C(N(C)C1=CC2=C(OCCO2)C=C1)=O)C(=O)OCC ethyl 4-chloro-2-[3-[2,3-dihydro-1,4-benzodioxin-6-yl(methyl)carbamoyl]phenyl]-5-methyl-pyrazole-3-carboxylate